CS methyl mercaptan